tert-butyl(3-((1-(3-bromonaphthalen-1-yl)cyclopropyl)carbamoyl)-4-methylbenzyl)carbamate C(C)(C)(C)OC(NCC1=CC(=C(C=C1)C)C(NC1(CC1)C1=CC(=CC2=CC=CC=C12)Br)=O)=O